C1=CC=CC=2C3=CC=CC=C3C(C12)COC(NCC(NCC(NCC(NCCOCCOCCOCCOCCC)=O)=O)=O)=O 1-(9H-fluoren-9-yl)-3,6,9,12-tetraoxo-2,16,19,22,25-pentaoxa-4,7,10,13-tetraazaoctacosan